FC=1C(=CC=C2C(=C(C(OC12)=O)CC1=C(C(=CC=C1)NS(=O)C)F)C)OC1=NC=CC=C1F 8-fluoro-3-[[2-fluoro-3-(methylsulfinylamino)phenyl]methyl]-7-[(3-fluoro-2-pyridinyl)oxy]-4-methyl-chromen-2-one